ClC1=CC2=C(C=N1)[C@@]1(C(N2)=O)[C@@H](N[C@]([C@@H]1C1=C(C(=CC=C1)Cl)F)(C(=O)NC1=C(C=C(C(=O)O)C=C1)OC)C)CC(C)(C)C 4-((2S,3R,4S,5R)-6'-chloro-4-(3-chloro-2-fluorophenyl)-5-methyl-2-neopentyl-2'-oxo-1',2'-dihydrospiro[pyrrolidine-3,3'-pyrrolo[3,2-c]pyridine]-5-carboxamido)-3-methoxybenzoic acid